bis(3-cyclohexyl-2-hydroxyphenyl)-4-hydroxyphenyl-methane nickel-ruthenium-gold [Au].[Ru].[Ni].C1(CCCCC1)C=1C(=C(C=CC1)C(C1=CC=C(C=C1)O)C1=C(C(=CC=C1)C1CCCCC1)O)O